propenyl-octadecyl-trimethylsilane C(=CC)C[Si](C)(C)CCCCCCCCCCCCCCCCCC